((E)-3-(4-((2-fluorobenzyl)oxy)-3-methoxyphenyl)acryloyl)-D-allo-isoleucine FC1=C(COC2=C(C=C(C=C2)/C=C/C(=O)N[C@H]([C@@H](C)CC)C(=O)O)OC)C=CC=C1